OC1=CC=C(C=C1)C[SH+]CC1=CC=CC2=CC=CC=C12 (4-hydroxyphenyl)methyl(1-naphthylmethyl-sulfonium)